tert-butyl (((7-bromo-4-hydroxychroman-4-yl)methyl)-sulfonyl)carbamate BrC1=CC=C2C(CCOC2=C1)(O)CS(=O)(=O)NC(OC(C)(C)C)=O